(3'R)-6-Chloro-5-fluoro-1'-(2-(1-(4-fluorophenyl)-1-hydroxypentyl)-1-((2-(trimethylsilyl)ethoxy)methyl)-1H-imidazole-5-carbonyl)spiro[benzo[d][1,3]oxazine-4,3'-piperidin]-2(1H)-one ClC1=C(C2=C(NC(O[C@@]23CN(CCC3)C(=O)C3=CN=C(N3COCC[Si](C)(C)C)C(CCCC)(O)C3=CC=C(C=C3)F)=O)C=C1)F